C1C(=O)NCC(=O)N1 The molecule is a cyclic peptide that is piperazine in which the hydrogens at positions 2 and 5 are replaced by oxo groups. It is a member of 2,5-diketopiperazines and a cyclic peptide.